O1CCC(CC1)NC1=NC=2N(C(=N1)NCC1=CC=C(C=C1)NC(CC)=O)N=CC2C=2N=CSC2 N-(4-(((2-((tetrahydro-2H-pyran-4-yl)amino)-8-(thiazol-4-yl)pyrazolo[1,5-a][1,3,5]triazin-4-yl)amino)methyl)phenyl)propanamide